ClC1=C(C=CC(=C1C1=CC2=C(N=C(N=C2)SC)NC1=O)Cl)N1C(C2=CC=CC=C2C1=O)=O 2-[2,4-dichloro-3-(2-methylsulfanyl-7-oxo-8H-pyrido[2,3-d]pyrimidin-6-yl)phenyl]isoindoline-1,3-dione